4'-fluoro-6-methoxyflavanone FC1=CC=C(C2OC3=CC=C(C=C3C(C2)=O)OC)C=C1